ClC=1C=NC=C(C1)C1N=C(CC1)SC 3-chloro-5-(5-(methylthio)-3,4-dihydro-2H-pyrrol-2-yl)pyridine